2-(azidoethoxy)ethanol N(=[N+]=[N-])CCOCCO